O1C(COCC1)CCOCC=1C=NC=2N(C1)C(=C(N2)C2=NC(=NN2)C(F)(F)F)C=2N=CNC2 5-(6-{[2-(1,4-dioxan-2-yl)ethoxy]methyl}-3-(1H-imidazol-4-yl)imidazo[1,2-a]pyrimidin-2-yl)-3-(trifluoromethyl)-1H-1,2,4-triazole